2-([1,1'-biphenyl]-4-yl)-5-(4-(tert-butyl)phenyl)-1,3,4-oxadiazole C1(=CC=C(C=C1)C=1OC(=NN1)C1=CC=C(C=C1)C(C)(C)C)C1=CC=CC=C1